C(C)(=O)OCC(COC(C)=O)=C 1,3-diacetoxy-2-methylenepropane